2-(2,2-difluorobenzo[d][1,3]dioxol-4-yl)-9-(4-(1-methyl-4-(trifluoromethyl)-1H-imidazol-2-yl)benzyl)-7,9-dihydro-8H-purin-8-one FC1(OC2=C(O1)C=CC=C2C2=NC=C1NC(N(C1=N2)CC2=CC=C(C=C2)C=2N(C=C(N2)C(F)(F)F)C)=O)F